FC1=C(C=CC=2OC(OC21)(C)C)C(C)N2C[C@@H](N(C[C@H]2C)C=2C=1C(N(C(C2)=O)C)=CNN1)C 7-((2S,5R)-4-(1-(4-fluoro-2,2-dimethylbenzo[d][1,3]dioxol-5-yl)ethyl)-2,5-dimethylpiperazin-1-yl)-4-methyl-2,4-dihydro-5H-pyrazolo[4,3-b]pyridin-5-one